N-benzyl-1-(cyclohex-2-en-1-yl)N-methyl-1-(pyridin-2-yl)methylamine C(C1=CC=CC=C1)N(C)C(C1=NC=CC=C1)C1C=CCCC1